benzyl (1-(5-bromopyridin-2-yl)cyclopropyl)carbamate BrC=1C=CC(=NC1)C1(CC1)NC(OCC1=CC=CC=C1)=O